(2R,3S)-2-(3-(4,5-dimethyl-1H-benzo[d]imidazol-1-yl)propyl)piperidin-3-ol dihydrochloride Cl.Cl.CC1=C(C=CC=2N(C=NC21)CCC[C@H]2NCCC[C@@H]2O)C